tert-butyl (E)-(2-(2-(2-(2-(2,6-dimethoxy-4-(3-oxo-3-(6-oxo-3,6-dihydropyridin-1(2H)-yl)prop-1-en-1-yl)phenoxy)ethoxy)ethoxy)ethoxy)ethyl)carbamate COC1=C(OCCOCCOCCOCCNC(OC(C)(C)C)=O)C(=CC(=C1)\C=C\C(N1CCC=CC1=O)=O)OC